S1C=NC(=C1)C[C@H](N)C(=O)O 3-(4-thiazolyl)-L-alanine